N-(4-Fluoro-3-methylphenyl)-7,10a-dimethyl-2-(5-methyl-1,3,4-oxadiazol-2-carbonyl)-2,3,3a,4,10,10a-hexahydro-1H,7H-dipyrrolo[3,4-b:3',4'-f][1,4,5]oxathiazocin-8-carboxamid-5,5-dioxid FC1=C(C=C(C=C1)NC(=O)C=1N(C=C2C1OCC1(C(NS2(=O)=O)CN(C1)C(=O)C=1OC(=NN1)C)C)C)C